CC(C(=O)OCC(COC(C(CCCCCC)(C)C)=O)CO)(CCCCCC)C 2-(hydroxymethyl)propane-1,3-diyl bis(2,2-dimethyloctanoate)